Lithium 2,2'-methylenebis(4,6-di-tert-butylphenyl) phosphate P1(=O)(OC2=C(C=C(C=C2C(C)(C)C)C(C)(C)C)CC2=C(C(=CC(=C2)C(C)(C)C)C(C)(C)C)O1)[O-].[Li+]